C(NC(C(=C)C)=O)NC(C(=C)C)=O N,N'-methylenebis(methacrylamide)